C(C)(=O)C=1N(C(C(=CC1C(=O)OC)C1CCOCC1)=O)C methyl 2-acetyl-1-methyl-6-oxo-5-tetrahydropyran-4-yl-pyridine-3-carboxylate